[Na].C(C)(C)(C)C=1C(=C(C(=C(C1)N1C(NC(C=C1)=O)=O)F)C=1C=C2C=CC(=CC2=CC1)NS(=O)(=O)C)OC N-(6-(3-(tert-butyl)-5-(2,4-dioxo-3,4-dihydropyrimidin-1(2H)-yl)-6-fluoro-2-methoxyphenyl)naphthalen-2-yl)methanesulfonamide monosodium salt